4-[2-(4-{5-[(tert-butyldimethylsilyl)oxy]-1-(oxan-2-yl)-1H-indazol-3-yl}-1H-pyrazol-1-yl)ethoxy]butan-1-ol [Si](C)(C)(C(C)(C)C)OC=1C=C2C(=NN(C2=CC1)C1OCCCC1)C=1C=NN(C1)CCOCCCCO